F[P-](F)(F)(F)(F)F.CS(=O)C dimethylsulfoxide hexafluorophosphate